C(OCC1CC2C(CC1)O2)(OCC2CC1C(CC2)O1)=O bis(3,4-epoxycyclohexylmethyl) carbonate